5-((2-azaspiro[3.3]heptan-6-yl)methyl)-8-chloro-2-methylphthalazin-1(2H)-one C1NCC12CC(C2)CC2=C1C=NN(C(C1=C(C=C2)Cl)=O)C